3-(1-(4-fluorobenzyl)-7-methyl-5-(1H-pyrrole-2-carbonyl)-4,5,6,7-tetrahydro-1H-pyrazolo[4,3-c]Pyridine-3-carboxamido)piperidine-1-carboxylic acid tert-butyl ester C(C)(C)(C)OC(=O)N1CC(CCC1)NC(=O)C1=NN(C2=C1CN(CC2C)C(=O)C=2NC=CC2)CC2=CC=C(C=C2)F